dimethoxyazacyclooctyne tert-Butyl-{2-[({[(2S,5R)-6-hydroxy-7-oxo-1,6-diazabicyclo[3.2.1]oct-2-yl]carbonyl}amino)oxy]ethyl}(methyl)carbamate C(C)(C)(C)OC(N(C)CCONC(=O)[C@H]1N2C(N([C@H](CC1)C2)O)=O)=O.COC2N(C#CCCCC2)OC